anti-acetyl-neuraminic acid C(C)(=O)C1C(C(O)=O)(O)O[C@H]([C@@H]([C@H]1O)N)[C@H](O)[C@H](O)CO